3-(4-fluorophenyl)-2,4-dioxo-1-((tetrahydro-2H-pyran-4-yl)methyl)-1,2,3,4-tetrahydropyrimidine-5-carboxylic acid FC1=CC=C(C=C1)N1C(N(C=C(C1=O)C(=O)O)CC1CCOCC1)=O